FC(COC=1N=CC=2N(C1)C(=CN2)C2=CC=CC(=N2)N[C@H]2CN(CCC2)C(=O)OC(C)(C)C)F (R)-tert-butyl 3-((6-(6-(2,2-difluoroethoxy)imidazo[1,2-a]pyrazin-3-yl)pyridin-2-yl)amino)piperidine-1-carboxylate